2-[(12AR)-8,10-dichloro-1,2,3,4,12,12a-hexahydro-6H-pyrazino[2,1-c][1,4]benzoxazepin-9-yl]-3-fluorophenol ClC=1C(=C(C2=C(CN3[C@@H](CO2)CNCC3)C1)Cl)C1=C(C=CC=C1F)O